(R)-1-(1-acryloylpyrrolidin-3-yl)-3-(4-(3-isopropylphenoxy)phenyl)-1H-imidazo[4,5-c]pyridin-2(3H)-one C(C=C)(=O)N1C[C@@H](CC1)N1C(N(C=2C=NC=CC21)C2=CC=C(C=C2)OC2=CC(=CC=C2)C(C)C)=O